Methyl N-((2-(4-((tert-butoxycarbonyl)amino)phenyl)thiazole-4-carbonyl)-L-seryl)-O-(tert-butyldiphenylsilyl)-L-serinate C(C)(C)(C)OC(=O)NC1=CC=C(C=C1)C=1SC=C(N1)C(=O)N[C@@H](CO)C(=O)N[C@@H](CO[Si](C1=CC=CC=C1)(C1=CC=CC=C1)C(C)(C)C)C(=O)OC